[7-[5-[(1R)-1-(3,5-dichloro-4-pyridyl)ethoxy]-1H-indazol-3-yl]-2,3-dihydropyrido[2,3-b][1,4]oxazin-1-yl]-(2-pyridyl)methanone ClC=1C=NC=C(C1[C@@H](C)OC=1C=C2C(=NNC2=CC1)C1=CC2=C(OCCN2C(=O)C2=NC=CC=C2)N=C1)Cl